1-(6-chloropyridin-3-yl)-N-(2,6-difluorobenzyl)methylamine ClC1=CC=C(C=N1)CNCC1=C(C=CC=C1F)F